N1(N=NN=C1)[C@@H]1CN(CC1)C(=O)N1CC(C1)C1=NC=C(C=C1)C1(CC1)C(F)(F)F [(3S)-3-(Tetrazol-1-yl)pyrrolidin-1-yl]-[3-[5-[1-(trifluoromethyl)cyclopropyl]-2-pyridyl]azetidin-1-yl]methanone